FC(=CC(CCC1=CC=CC=C1)C1=CC=C(C=C1)OC)F 1-(1,1-difluoro-5-phenyl-pent-1-en-3-yl)-4-methoxybenzene